(S)-1-(6-(4-(trifluoromethyl)phenyl)-1,2,4,4a,5,6-hexahydro-3H-pyrazino[1,2-a]quinoxalin-3-yl)ethan-1-one FC(C1=CC=C(C=C1)N1C[C@@H]2N(C3=CC=CC=C13)CCN(C2)C(C)=O)(F)F